ClC=1C=CC=2N(C(N=C(C2N1)N1[C@H](C[C@H]([C@@H](C1)CC)OC1=NC=C(C=C1)OC(C)C)C)=O)C 6-chloro-4-((2s,4r,5r)-5-ethyl-4-((5-isopropoxypyridin-2-yl)oxy)-2-methylpiperidin-1-yl)-1-methylpyrido[3,2-d]pyrimidin-2(1H)-one